C(C)[NH2+]CCCCCCCCCCCCC ethyltridecyl-ammonium